ClC1=CC=C(C=C1)N(C(CN1CC2=C(CC1)SC(=C2)C2=NOC(=N2)C(F)(F)F)=O)C N-(4-chlorophenyl)-N-methyl-2-(2-(5-(trifluoromethyl)-1,2,4-oxadiazol-3-yl)-6,7-dihydrothieno[3,2-c]pyridin-5(4H)-yl)acetamide